COC1=CC2=C(N=C(S2)C2=C3N=CC(=NC3=CC(=C2)C)OC)C(=C1)C(O)C1=CC=CC=C1 (6-methoxy-2-(2-methoxy-7-methylquinoxalin-5-yl)benzo[d]Thiazol-4-yl)(phenyl)methanol